C1(=CC=CC=C1)OC(=O)N1CCN(CC1)C1(CCOCC1)C1=NC=C(C=C1)Br 4-[4-(5-Bromopyridin-2-yl)tetrahydro-2H-pyran-4-yl]Piperazine-1-carboxylic acid phenyl ester